N-(5-methoxy-6-(3-methyl-6-(pyrazolo[1,5-a]pyrimidin-3-yl)-1H-pyrazolo[4,3-c]pyridin-1-yl)pyridin-3-yl)benzamide COC=1C=C(C=NC1N1N=C(C=2C=NC(=CC21)C=2C=NN1C2N=CC=C1)C)NC(C1=CC=CC=C1)=O